6-(Azetidin-1-yl)-4-fluoro-N-[2-methoxy-5-(prop-1-en-2-yl)benzene-1-sulfonyl]-1-benzofuran-2-carboxamide N1(CCC1)C1=CC2=C(C=C(O2)C(=O)NS(=O)(=O)C2=C(C=CC(=C2)C(=C)C)OC)C(=C1)F